CNC(OC1=C(C=CC=C1)CS(=O)(=O)CC)=O 2-(Ethylsulfonylmethyl)phenyl methylcarbamate